C[C@H](CCCCCCCCCCCCC[C@H](CC(=O)O)O)O The molecule is an (omega-1)-hydroxy fatty acid that is (17R)-17-hydroxyoctadecanoic acid ((17R)-17-hydroxystearic acid) in which the 3-pro-R hydrogen is replaced by a hydroxy group. It is an (omega-1)-hydroxy fatty acid, a 3-hydroxy carboxylic acid, a dihydroxy monocarboxylic acid and a hydroxyoctadecanoic acid. It derives from a (R)-17-hydroxyoctadecanoic acid.